tert-Butyl N-[(5-fluoro-7-formyl-7,8-dihydro-6H-cyclopenta[e][1,3]benzoxazol-2-yl)methyl]-N-methyl-carbamate FC1=CC2=C(N=C(O2)CN(C(OC(C)(C)C)=O)C)C2=C1CC(C2)C=O